N-(1-benzothien-2-yl)adamantane-2-carboxamide S1C(=CC2=C1C=CC=C2)NC(=O)C2C1CC3CC(CC2C3)C1